ClC1=C(OC(CCO)O)C=CC=C1 (2-chlorophenoxy)propane-1,3-diol